C1=CC=CC=2C3=CC=CC=C3N(C12)C1=C(C(=C(C(=C1N1C2=CC=CC=C2C=2C=CC=CC12)C#N)N1C2=CC=CC=C2C=2C=CC=CC12)N1C2=CC=CC=C2C=2C=CC=CC12)C1=CC=C(C=C1)C1=NC(=NC(=N1)C1=CC=CC=C1)C1=CC=CC=C1 2,3,5,6-tetra(9H-carbazol-9-yl)-4'-(4,6-diphenyl-1,3,5-triazin-2-yl)-[1,1'-biphenyl]-4-carbonitrile